Cl.Cl.C[C@H]1NC2(CC2)C[C@H](C1)OC1=CC=C(N=N1)C1=NC=C(C=C1O)C=1C=NN(C1)C([2H])([2H])[2H] 2-(6-{[(5R,7S)-5-methyl-4-azaspiro[2.5]octan-7-yl]oxy}pyridazin-3-yl)-5-[1-(2H3)methyl-1H-pyrazol-4-yl]pyridin-3-ol dihydrochloride